rac-4-(2-((tert-Butyldimethylsilyl)oxy)-3-fluoropropoxy)-N-(4-(4-(4-cyanophenyl)piperazin-1-yl)phenyl)benzamid [Si](C)(C)(C(C)(C)C)O[C@H](COC1=CC=C(C(=O)NC2=CC=C(C=C2)N2CCN(CC2)C2=CC=C(C=C2)C#N)C=C1)CF |r|